ClC1=CC(=C(C=C1Cl)NC1=NC(=NC=C1)NC=1C(=CC(=C(C1)NC(C=C)=O)N1C[C@@H](CC1)N(C)C)OC)C(C)(C)O (R)-N-(5-(4-(4,5-dichloro-2-(2-hydroxypropan-2-yl)phenylamino)pyrimidin-2-ylamino)-2-(3-(dimethylamino)pyrrolidin-1-yl)-4-methoxyphenyl)acrylamide